{4-(naphthalene-2-yl)phenyl}-(phenanthrene-9-yl)-{4''-(dibenzofuran-2-yl)-(1,1':2',1''-terphenyl)-4'-yl}amine C1=C(C=CC2=CC=CC=C12)C1=CC=C(C=C1)N(C=1C=C(C(=CC1)C1=CC=CC=C1)C1=CC=C(C=C1)C1=CC2=C(OC3=C2C=CC=C3)C=C1)C=1C3=CC=CC=C3C=3C=CC=CC3C1